[Cl-].[NH2+]1CCOCC1 morpholinium chloride